N1(N=CN=C1)CC1=CC=C(C=C1)NC1=NC=C2CCN(CC2=C1)C(=O)OC(C)(C)C tert-butyl 7-({4-[(1H-1,2,4-triazol-1-yl)methyl]phenyl}amino)-1,2,3,4-tetrahydro-2,6-naphthyridine-2-carboxylate